COC[C@H]1C(N2C3=C(N=C(N=C3N1C)NCC=1C=NN(C1)CC=1C=NC(=CC1)C(F)(F)F)C=C2)([2H])[2H] (R)-5-(Methoxymethyl)-4-methyl-N-((1-((6-(trifluoromethyl)pyridin-3-yl)methyl)-1H-pyrazole-4-yl)methyl)-5,6-dihydro-4H-pyrrolo[3,2,1-de]pteridine-6,6-d2-2-amine